C(C)(C)(C)OC(=O)N[C@@H]1CC[C@H](CC1)C1(OC2=C(O1)C(=CC(=C2C)C(=O)OC)C=2C=NC(=CC2)N2C[C@H](O[C@H](C2)OC)OC)C methyl 2-(trans-4-((tert-butoxycarbonyl)amino)cyclohexyl)-7-(6-((2S,6R)-2,6-dimethoxymorpholino)pyridin-3-yl)-2,4-dimethylbenzo[d][1,3]dioxole-5-carboxylate